(S)-1-((S)-8-(4'-(Aminomethyl)-4-ethoxybiphenyl-3-ylsulfonyl)-1-oxa-8-azaspiro[4.5]decan-3-ylamino)-3-(3-(1-(hydroxymethyl)cyclopropylsulfonyl)phenoxy)propan-2-ol NCC1=CC=C(C=C1)C1=CC(=C(C=C1)OCC)S(=O)(=O)N1CCC2(C[C@@H](CO2)NC[C@@H](COC2=CC(=CC=C2)S(=O)(=O)C2(CC2)CO)O)CC1